(5-phenylthiazol-2-yl)pyrimidine-4,6-diamine C1(=CC=CC=C1)C1=CN=C(S1)C1=NC(=CC(=N1)N)N